N12CC(C(CC1)CC2)C=2C1=C(NC3C(C2)=CC=CC3)C=CC=C1 11-(1-azabicyclo[2.2.2]oct-3-yl)-5,6-dihydrobenzo[b][1]benzazepine